FC1=C(C(=C(C=C1)C=C)[N+](=O)[O-])F 1,2-difluoro-3-nitro-4-vinyl-benzene